O=C1N(CCC(N1)=O)N1C(C2=CC=C(C=C2C1=O)CN1CCN(CC1)C(=O)C1=C(CCCC1)C1=CC=C(C=C1)F)=O 2-(2,4-dioxotetrahydropyrimidin-1(2H)-yl)-5-((4-(4'-fluoro-3,4,5,6-tetrahydro-[1,1'-biphenyl]-2-carbonyl)piperazin-1-yl)methyl)isoindoline-1,3-dione